C(CCC)OC(C(C)(C)C)=O Butyl-2,2-dimethylpropionate